C(C)(C)(C)OC(=O)N1CCC(CC1)C1=CC=CC(=N1)OCC1=CC(=C(C(=O)O)C=C1F)C 4-(((6-(1-(tert-butoxycarbonyl)piperidin-4-yl)pyridine-2-yl)oxy)methyl)-5-fluoro-2-methylbenzoic acid